4-{[1,2,4]triazolo[4,3-b]pyridazin-6-yl(piperazin-1-yl)ethyl}benzamide N=1N=CN2N=C(C=CC21)C(CC2=CC=C(C(=O)N)C=C2)N2CCNCC2